C(C)(C)(C)OC(=O)N1CCC(CC1)CCOC1=COC(=CC1=O)CN1CC2=CC=CC=C2C1 4-(2-((6-(isoindolin-2-ylmethyl)-4-oxo-4H-pyran-3-yl)oxy)ethyl)piperidine-1-carboxylic acid tert-butyl ester